N-(3-bromo-2-methylphenyl)-2-(difluoromethyl)-7-vinylpyrido[3,2-d]pyrimidin BrC=1C(=C(C=CC1)N1C(N=CC2=C1C=C(C=N2)C=C)C(F)F)C